(1s,4s)-N-(3-chloro-4-methoxyphenyl)-4-(5-methyl-2-oxo-1,2-dihydroquinazolin-3(4H)-yl)cyclohexanecarboxamide ClC=1C=C(C=CC1OC)NC(=O)C1CCC(CC1)N1C(NC2=CC=CC(=C2C1)C)=O